5-(3-Fluorobenzenesulfonyl)-N-[(3-methoxyphenyl)methyl]-1H,2H,3H,4H,5H,6H-pyrrolo[3,4-c]pyrrole-2-carboxamide FC=1C=C(C=CC1)S(=O)(=O)N1CC2=C(C1)CN(C2)C(=O)NCC2=CC(=CC=C2)OC